FC1=C(C(=CC=C1)F)C=1SC=2C=NC(=CC2N1)NC1=NC(=C(C=C1)C1COCC1)CN(C)C N-[2-(2,6-Difluorophenyl)-[1,3]thiazolo[5,4-c]pyridin-6-yl]-6-[(dimethylamino)methyl]-5-(oxolan-3-yl)pyridin-2-amine